tertiary butyl-acrylamide C(C)(C)(C)C(C(=O)N)=C